(5-(4-Fluorophenyl)pyridin-3-yl)(octahydro-4H-benzo[b][1,4]oxazin-4-yl)-methanone FC1=CC=C(C=C1)C=1C=C(C=NC1)C(=O)N1C2C(OCC1)CCCC2